COC1C(CCC1)N[C@@H]1[C@H](CCCC1)OC=1C=C2CN(C(C2=CC1)=O)C1C(NC(CC1)=O)=O 3-(5-(((1S,2S)-2-((2-methoxycyclopentyl)amino)cyclohexyl)oxy)-1-oxoisoindolin-2-yl)piperidine-2,6-dione